7-hydroxy-1-methyl-1H-indole-2-carboxylate OC=1C=CC=C2C=C(N(C12)C)C(=O)[O-]